2-oxo-1-((1-tosyl-1H-indol-4-yl)methyl)-1,2-dihydropyridine-3,5-dicarboxamide O=C1N(C=C(C=C1C(=O)N)C(=O)N)CC1=C2C=CN(C2=CC=C1)S(=O)(=O)C1=CC=C(C)C=C1